FC=1C=CC(=C(C1)C=1C=NC=2CCN(CC2C1)C=1C(=C(C=2N(N1)C(C=C(N2)C)=O)C)C)C 7-(3-(5-fluoro-2-methylphenyl)-7,8-dihydro-1,6-naphthyridin-6(5H)-yl)-2,8,9-trimethyl-4H-pyrimido[1,2-b]pyridazin-4-one